CC(=CC=O)CCC=C(CCC=C(C)C)C 3,7,11-trimethyldodeca-2,6,10-trienal